ClC1=C2CO[C@H](C2=CC=C1)[C@H]1O[C@H]([C@@H]([C@@H]1O)O)N1C=CC2=C1N=CN=C2C (2S,3S,4R,5R)-2-((R)-4-chloro-1,3-dihydroisobenzofuran-1-yl)-5-(4-methyl-7H-pyrrolo[2,3-d]pyrimidin-7-yl)tetrahydrofuran-3,4-diol